3-(3-chloro-5-(1-(1-chloro-8-((2,4-dimethoxybenzyl)amino)imidazo[1,5-a]pyrazin-3-yl)ethyl)-2-fluoro-6-isopropoxyphenyl)-4-nitrobutanoic acid ethyl ester C(C)OC(CC(C[N+](=O)[O-])C1=C(C(=CC(=C1OC(C)C)C(C)C1=NC(=C2N1C=CN=C2NCC2=C(C=C(C=C2)OC)OC)Cl)Cl)F)=O